diethyl 2-(pyridin-4-ylmethyl)-2-(((2r,3r,4r)-3,4,5-triacetoxy-3-vinyltetrahydrofuran-2-yl) methoxy)-malonate N1=CC=C(C=C1)CC(C(=O)OCC)(C(=O)OCC)OC[C@H]1OC([C@@H]([C@]1(C=C)OC(C)=O)OC(C)=O)OC(C)=O